(S)-4-((3-(5-(1-Amino-1,3-dihydrospiro[indene-2,4'-piperidin]-1'-yl)-6-(hydroxymethyl)Pyrazin-2-yl)prop-2-yn-1-yl)amino)benzamide N[C@@H]1C2=CC=CC=C2CC12CCN(CC2)C=2N=CC(=NC2CO)C#CCNC2=CC=C(C(=O)N)C=C2